FC1=C2C=C(NC2=CC(=C1)F)C(=O)N1CCN(CC1)C(C(=O)NCC1(CC1)OC)=O 2-(4-(4,6-difluoro-1H-indole-2-carbonyl)piperazin-1-yl)-N-((1-methoxycyclopropyl)methyl)-2-oxoacetamide